O=C1NC(CCC1NC1=C(CN2CCN(CC2)C(=O)NC2=CC=C(C=C2)CNC2=CC(=NC=3N2N=CC3C(C)C)N[C@H](CO)CC)C=CC=C1)=O 4-(2-((2,6-dioxopiperidin-3-yl)amino)benzyl)-N-(4-(((5-(((S)-1-hydroxybutan-2-yl)amino)-3-isopropylpyrazolo[1,5-a]pyrimidin-7-yl)amino)methyl)phenyl)piperazine-1-carboxamide